C(C)(=O)OC1C2(N(CC3=CC=CC=C13)C1=C(N2S(=O)(=O)C2=CC=C(C)C=C2)C=CC=C1)C 6-acetoxy-5a-methyl-5-tosyl-5,5a,6,11-tetrahydrobenzo[4,5]imidazo[1,2-b]isoquinoline